1,4-dihydroxyl-cyclohexane OC1CCC(CC1)O